OCCC1(CC1)C(CC#N)=O 3-[1-(2-hydroxyethyl)cyclopropyl]-3-oxo-propionitrile